N-(2-((2S,4S)-4-amino-2-(hydroxymethyl)pyrrolidin-1-yl)-4-(4-cyanopyridin-3-yl)phenyl)-2-(2-fluoro-6-methoxyphenyl)pyrimidine-4-carboxamide phosphate P(=O)(O)(O)O.N[C@H]1C[C@H](N(C1)C1=C(C=CC(=C1)C=1C=NC=CC1C#N)NC(=O)C1=NC(=NC=C1)C1=C(C=CC=C1OC)F)CO